C(C1=CC=CC=C1)OC1=C(N(C=C(C1=O)C(NCC1=C(C=C(C=C1F)F)F)=O)N([C@H](C)CC=C)C(=O)OC(C)(C)C)C(=O)OC methyl (R)-3-(benzyloxy)-1-((tert-butoxycarbonyl)(pent-4-en-2-yl)amino)-4-oxo-5-((2,4,6-trifluorobenzyl)carbamoyl)-1,4-dihydropyridine-2-carboxylate